6-(3-Chloro-1H-pyrazol-4-yl)-2-(1-(3-methoxyphenyl)ethyl)isoquinolin-1(2H)-one ClC1=NNC=C1C=1C=C2C=CN(C(C2=CC1)=O)C(C)C1=CC(=CC=C1)OC